BrC=1C=C(C=CC1)C1(CC1)CC=1N(C(=NN1)S)C 5-((1-(3-bromophenyl)cyclopropyl)methyl)-4-methyl-4H-1,2,4-triazole-3-thiol